5-Chloro-N-(3-(3,3-dimethylbutyl)-3-azaspiro[5.5]undecan-9-yl)-1-methyl-3-(6-(trifluoromethyl)pyridin-2-yl)-1H-pyrazole-4-carboxamide ClC1=C(C(=NN1C)C1=NC(=CC=C1)C(F)(F)F)C(=O)NC1CCC2(CCN(CC2)CCC(C)(C)C)CC1